chlorodioxetane ClC1OOC1